C(C)(C)(C)OC(N[C@H](C(N1CCN(CC1)C1=CC(=CC=C1)C(F)(F)F)=O)C)=O (S)-tert-butyl(1-oxo-1-(4-(3-(trifluoromethyl)phenyl)piperazin-1-yl)propan-2-yl)carbamate